6-(2,3-difluorophenyl)-1-[(5-fluoro-3-pyridinyl)methyl]-3H-imidazo[4,5-b]pyridin-2-one FC1=C(C=CC=C1F)C=1C=C2C(=NC1)NC(N2CC=2C=NC=C(C2)F)=O